CNC1(CC=C(C(=O)C2=CC=CC=C2)C=C1)NC 4,4-bismethylaminobenzophenone